(R*)-4-(1-(3-Amino-6-(2-hydroxyphenyl)pyridazin-4-yl)pyrrolidin-3-yl)benzoic acid NC=1N=NC(=CC1N1C[C@H](CC1)C1=CC=C(C(=O)O)C=C1)C1=C(C=CC=C1)O |o1:9|